[C@H]12[C@@H](CC[C@H](CC1)N2)NC=2C1=C(N=CN2)N(C=C1)S(=O)(=O)C1=CC=C(C)C=C1 |r| racemic-N-((1R,2R,5S)-8-azabicyclo[3.2.1]octan-2-yl)-7-tosyl-7H-pyrrolo[2,3-d]pyrimidin-4-amine